N=1NN=NC1CC(=O)O 2H-tetrazol-5-acetic acid